distyryl-(1,4-diphenyl-1,3-butadiene) C(=CC1=CC=CC=C1)C(=C(C1=CC=CC=C1)C=CC1=CC=CC=C1)C=CC1=CC=CC=C1